OC1(NC1)C(=O)O 2-hydroxyaziridine-2-carboxylic acid